4-(2-(4,7-Dichloro-3-hydroxy-2-oxoindolin-3-yl)acetyl)benzenesulfonamide ClC1=C2C(C(NC2=C(C=C1)Cl)=O)(O)CC(=O)C1=CC=C(C=C1)S(=O)(=O)N